Cl.NCC1=CC(=NC(=C1)C(F)(F)F)OC=1C=C(C=CC1)C(=O)N1C[C@@H]([C@H](C1)O)F (S,S)-trans-(3-((4-(Aminomethyl)-6-(trifluoromethyl)pyridin-2-yl)oxy)phenyl)(3-fluoro-4-hydroxypyrrolidin-1-yl)methanone hydrochloride salt